methyl 4-(3-methoxy-6-vinylpyridazin-4-yl)-6-methylnicotinate COC=1N=NC(=CC1C1=CC(=NC=C1C(=O)OC)C)C=C